CN(C(C1=C(C=C(C=C1)C1=CNC2=NC=C(N=C21)C2=CC(=C1CCN(CC1=C2)CCC(=O)NCCN2CCN(CC2)C)C)C)=O)C N,N,2-trimethyl-4-(2-(5-methyl-2-(3-((2-(4-methylpiperazin-1-yl)ethyl)amino)-3-oxopropyl)-1,2,3,4-tetrahydroisoquinolin-7-yl)-5H-pyrrolo[2,3-b]pyrazin-7-yl)benzamide